N-(3-((2-chloro-5-(trifluoromethyl)pyridin-4-yl)amino)propyl)cyclobutanecarboxamide ClC1=NC=C(C(=C1)NCCCNC(=O)C1CCC1)C(F)(F)F